bis{[(2-nitrobenzyl)oxy]carbonyl}piperazine [N+](=O)([O-])C1=C(COC(=O)N2CCN(CC2)C(=O)OCC2=C(C=CC=C2)[N+](=O)[O-])C=CC=C1